N-[(1S)-1-(dicyclopropylmethyl)-2-[4-(3,5-dimethyl-1H-pyrazol-4-yl)anilino]-2-oxo-ethyl]-2-(3-methylsulfanylpropyl)pyrazole-3-carboxamide C1(CC1)C([C@@H](C(=O)NC1=CC=C(C=C1)C=1C(=NNC1C)C)NC(=O)C=1N(N=CC1)CCCSC)C1CC1